N-((7-chloroimidazo[1,5-a]pyridin-1-yl)methyl)-1H-pyrazole-4-carboxamide benzyl-(2R,4S)-4-fluoropyrrolidine-2-carboxylate C(C1=CC=CC=C1)OC(=O)[C@@H]1NC[C@H](C1)F.ClC1=CC=2N(C=C1)C=NC2CNC(=O)C=2C=NNC2